methyl S-nitrosothioglycolate N(=O)SCC(=O)OC